1-(4-(4-((3-chloro-4-((4-(((1-methyl-1H-1,2,4-triazol-3-yl)amino)methyl)thiazol-2-yl)methoxy)phenyl)amino)-7H-pyrrolo[2,3-d]pyrimidin-5-yl)piperidin-1-yl)prop-2-en-1-one ClC=1C=C(C=CC1OCC=1SC=C(N1)CNC1=NN(C=N1)C)NC=1C2=C(N=CN1)NC=C2C2CCN(CC2)C(C=C)=O